4-[[3-chloro-2-fluoro-6-[4-(trifluoromethoxy)phenoxy]benzoyl]amino]-5-methylpyridine-2-carboxamide ClC=1C(=C(C(=O)NC2=CC(=NC=C2C)C(=O)N)C(=CC1)OC1=CC=C(C=C1)OC(F)(F)F)F